2-Bromo-N-(2-iodophenyl)acrylamide Silver-gold-zirconium [Zr].[Au].[Ag].BrC(C(=O)NC1=C(C=CC=C1)I)=C